CCCCCCCC(CC(=O)[O-])OC(=O)CC(CCCCCCC)O[C@H]1[C@@H]([C@@H]([C@H]([C@@H](O1)C)O)O)O[C@H]2[C@@H]([C@@H]([C@H]([C@@H](O2)C)O)O)O The molecule is the monocarboxylic acid anion formed by loss of a proton from the carboxy group of 2-O-alpha-L-rhamnosyl-alpha-L-rhamnosyl-3-hydroxydecanoyl-3-hydroxydecanoic acid; principal microspecies at pH 7.3. It is a conjugate base of a 2-O-alpha-L-rhamnosyl-alpha-L-rhamnosyl-3-hydroxydecanoyl-3-hydroxydecanoic acid.